CCCCCC=CC methyl-5-heptene